4-O-β-D-galactopyranosyl-α-D-glucopyranose [C@@H]1([C@H](O)[C@@H](O)[C@@H](O)[C@H](O1)CO)O[C@H]1[C@@H]([C@H]([C@@H](O)O[C@@H]1CO)O)O